(S)-3,3-dimethyl-2-(methylamino)butyric acid CC([C@@H](C(=O)O)NC)(C)C